FC1=C(C=CC=C1)C1=NC(=NC=2[C@]3([C@H](CCC12)[C@H](C(C(=C3)C#N)=O)C)C)C3=CC=NC1=CC(=CC=C31)F (6aR,7R,10aS)-4-(2-fluorophenyl)-2-(7-fluoroquinolin-4-yl)-7,10a-dimethyl-8-oxo-5,6,6a,7,8,10a-hexahydrobenzo[h]quinazoline-9-carbonitrile